FC(C1=CC(=NC=C1)CC=1C=CC(=NC1)N)(F)F 5-((4-(trifluoromethyl)pyridin-2-yl)methyl)pyridin-2-amine